CSC1=NN=C(O1)CCC(C(=O)O)(C(=O)O)CCC=1OC(=NN1)SC 2,2-bis(2-(5-methylthio-2-1,3,4-oxadiazolyl)ethyl)malonic acid